2-(1-ethyl-pyrrolidine-3-yl)-2,2-diphenyl-acetic acid C(C)N1CC(CC1)C(C(=O)O)(C1=CC=CC=C1)C1=CC=CC=C1